ClC1=CC=C(C=C1)C1=NCC2=NN=C(N2C=2SC=3CC(CC3C12)C(=O)OC)C methyl 9-(4-chlorophenyl)-3-methyl-16-thia-2,4,5,8-tetraazatetracyclo-[8.6.0.02,6.011,15]hexadeca-1(10),3,5,8,11(15)-pentaene-13-carboxylate